C(CCCCCCCCCCCCCCCCC)(=O)[O-].[Co+2].C(CCCCCCCCCCCCCCCCC)(=O)[O-] Cobalt STEARATE